N1C=CC2=C(C=CC=C12)CNC1=C(C=CC=C1)N1CCCC1 N-((1H-indol-4-yl)methyl)-2-(pyrrolidine-1-yl)aniline